(1-(4-(azetidin-1-ylmethyl)-2-methylphenyl)-2-methyl-1H-imidazol-4-yl)-N-(1-(methylsulfonyl)piperidin-4-yl)-5-(trifluoromethyl)pyrimidin-2-amine N1(CCC1)CC1=CC(=C(C=C1)N1C(=NC(=C1)C1=NC(=NC=C1C(F)(F)F)NC1CCN(CC1)S(=O)(=O)C)C)C